2-methyl-2-((methylsulfonyl)thio)propyl (S)-9-hydroxy-8-methoxy-6-oxo-12a,13-dihydro-6H-benzo[5,6][1,4]diazepino[1,2-a]indole-11(12H)-carboxylate OC=1C(=CC2=C(N(C[C@H]3N(C4=CC=CC=C4C3)C2=O)C(=O)OCC(C)(SS(=O)(=O)C)C)C1)OC